ClC1=CC=C(C=C1)C1=NN(CC1C1=CC=CC=C1)C(=O)NS(=O)(=O)C1=CC=C(C=C1)F 3-(4-chlorophenyl)-N-((4-fluorophenyl)sulfonyl)-4-phenyl-4,5-dihydro-1H-pyrazole-1-carboxamide